C1=C(C=CC2=CC=CC=C12)OCC(CO)O 3-(2-naphthoxy)propane-1,2-diol